N12C[C@H](C(CC1)CC2)OC(N[C@@H]2C(CC1=CC(=C(C=C21)F)C2=C(C=C(C=C2)OC)Cl)(C)C)=O (S)-quinuclidin-3-yl((R)-5-(2-chloro-4-methoxyphenyl)-6-fluoro-2,2-dimethyl-2,3-dihydro-1H-inden-1-yl)carbamate